O[C@@H]1CN(CC1)C(CNC(=O)C1=CC2=C(N(C(=N2)NC=2SC3=C(N2)C=CC(=C3)C(F)(F)F)C)C=C1)=O 1-Methyl-2-(6-trifluoromethyl-benzothiazol-2-ylamino)-1H-benzoimidazole-5-carboxylic acid [2-((S)-3-hydroxy-pyrrolidin-1-yl)-2-oxo-ethyl]-amide